(S)-8-(Benzyloxy)-7-methoxy-2-methylene-1,2,3,11a-tetrahydro-5H-benzo[e]pyrrolo[1,2-a][1,4]diazepine-5-one C(C1=CC=CC=C1)OC=1C(=CC2=C(N=C[C@H]3N(C2=O)CC(C3)=C)C1)OC